C(C)OC(=O)C=1C(=C(NC1CCCO)C(=O)OC(C)(C)C)C 5-(3-hydroxy-propyl)-3-methyl-1H-pyrrole-2,4-dicarboxylic acid 2-tert-butyl ester 4-ethyl ester